(R)-N2-benzyl-N4-(1-cyclopropylethyl)-6-(6-(trifluoromethyl)pyridin-2-yl)-1,3,5-triazine-2,4-diamine C(C1=CC=CC=C1)NC1=NC(=NC(=N1)N[C@H](C)C1CC1)C1=NC(=CC=C1)C(F)(F)F